methyl 6-(3-ethylureido)-5-fluoropyrimidine-4-carboxylate C(C)NC(NC1=C(C(=NC=N1)C(=O)OC)F)=O